ClC=1N=C(C2=C(N1)C=NC(=C2)Cl)NC(C)C=2C(=C(C#N)C=CC2)C 3-[1-(2,6-Dichloro-pyrido[3,4-d]pyrimidin-4-ylamino)-ethyl]-2-methyl-benzonitrile